BrC=1C=C(CNCCC(C)(O)C)C=CC1 4-((3-bromobenzyl)amino)-2-methylbutan-2-ol